pentanedisulfonate C(CCCCS(=O)(=O)[O-])S(=O)(=O)[O-]